[Si](C)(C)(C(C)(C)C)OC(CC(=O)O)(C)C 3-[(tert-butyldimethylsilyl)oxy]-3-methylbutanoic acid